(4-chloro-2-hydroxynaphthalen-1-yl)boronic acid ClC1=CC(=C(C2=CC=CC=C12)B(O)O)O